ClC1=C(C=C(ON2N=NC(=C2)C(=O)O)C=C1)F (4-chloro-3-fluorophenoxy)-1H-1,2,3-triazole-4-carboxylic acid